2-(carboxymethyl)-4-nitrobenzoic acid C(=O)(O)CC1=C(C(=O)O)C=CC(=C1)[N+](=O)[O-]